OC1=CC(=CC=2OC3=CC(=C(C=C3C(C12)=O)O)O)OC 1,6,7-Trihydroxy-3-methoxy-9H-xanthene-9-one